[N+](=O)([O-])C1=C(C=C(C(=O)O)C=C1)C1=CC=NC=C1 4-nitro-3-(4-pyridyl)-benzoic acid